N-((R)-2-(2-((1S,5R,6r)-3-oxabicyclo[3.1.0]hexane-6-carboxamido)pyridin-4-yl)-6,7,8,9-tetrahydro-5H-benzo[7]annulen-5-yl)-3-(tert-butyl)-1,2,4-oxadiazole-5-carboxamide [C@@H]12COC[C@H]2C1C(=O)NC1=NC=CC(=C1)C=1C=CC2=C(CCCC[C@H]2NC(=O)C2=NC(=NO2)C(C)(C)C)C1